BrC1=CC=C(C=C1)C(C(C)(C)O)=O 1-(4-bromophenyl)-2-hydroxy-2-methylpropane-1-one